5-fluorospiro[3H-benzofuran-2,4'-piperidine] FC=1C=CC2=C(CC3(CCNCC3)O2)C1